FC1=C(C=C(C(=C1)C)OC(F)(F)F)NC(OC1=CC=CC=C1)=O phenyl (2-fluoro-4-methyl-5-(trifluoromethoxy) phenyl)carbamate